ClC=1C=C(C=CC1Cl)NC=1C2=C(N=CN1)C=CC(=N2)N2CCN(CC2)C(C=C)=O 1-(4-(4-((3,4-Dichlorophenyl)amino)pyrido[3,2-d]pyrimidin-6-yl)piperazin-1-yl)prop-2-en-1-one